[C-]1(C=CC=C1)C(=O)Cl.[C-]1(C=CC=C1)C(=O)Cl.[Fe+2] 1,1'-ferrocenedicarboxylic acid chloride